6-methoxy-1-(4-methoxybenzyl)-quinolin-2-one COC=1C=C2C=CC(N(C2=CC1)CC1=CC=C(C=C1)OC)=O